O1C=C(C2=C1C=CC=C2)C[C@H](NC(C(=O)N(C)OC)=O)B(O)O (R)-(2-(benzofuran-3-yl)-1-(2-(methoxy(methyl)amino)-2-oxoacetamido)ethyl)boronic acid